NN1C[C@H](C[C@H]1CC)C#N (3S,5R)-1-amino-5-ethyl-pyrrolidine-3-carbonitrile